COC=1C=NC=C(C(=O)[O-])C1C 5-methoxy-4-methylnicotinate